[C@H]12CN(C[C@H](CC1)N2)C2=NC(=NC1=C(C(=CC=C21)C2=CN=CC1=CC=CC(=C21)[N+](=O)[O-])F)OCC21CCCN1CCC2 4-((1R,5S)-3,8-diazabicyclo[3.2.1]octan-3-yl)-8-fluoro-7-(5-nitroisoquinolin-4-yl)-2-((tetrahydro-1H-pyrrolizin-7a(5H)-yl)methoxy)quinazoline